(E)-4-phenyl-2,2-difluoro-3-butenoic acid ethyl ester C(C)OC(C(\C=C\C1=CC=CC=C1)(F)F)=O